CC(C)(OC(NCCOCCOCCOCCOCCOS(=O)(=O)C1=CC=C(C=C1)C)=O)C 4-methylbenzenesulfonic acid 2,2-dimethyl-4-oxo-3,8,11,14,17-pentaoxa-5-azanonadec-19-yl ester